(R)-2-(azetidin-1-yl)-5-(5-(1-(3,5-dichloro-2-fluoropyridin-4-yl)ethoxy)-1H-indazol-3-yl)nicotinonitrile N1(CCC1)C1=C(C#N)C=C(C=N1)C1=NNC2=CC=C(C=C12)O[C@H](C)C1=C(C(=NC=C1Cl)F)Cl